COC(CNC(=O)NC=1N(N=C2C1[C@@H](N(C(C2)C)C=O)C)C2=CC(=C(C(=C2)C)F)C)OC 1-(2,2-Dimethoxyethyl)-3-[(4S)-2-(4-fluoro-3,5-dimethylphenyl)-5-formyl-4,6-diMethyl-6,7-dihydro-4H-pyrazolo[4,3-c]Pyridin-3-yl]Urea